BrC1=C(C=C(C=C1C(F)(F)F)C(F)(F)F)O 2-bromo-3,5-bis(trifluoromethyl)phenol